(R)-N-(1-(3-(cyclopropylmethoxy)-4-fluorophenyl)ethyl)-5-(2,4-dioxo-3,4-dihydropyrimidin-1(2H)-yl)pentane-1-sulfonamide C1(CC1)COC=1C=C(C=CC1F)[C@@H](C)NS(=O)(=O)CCCCCN1C(NC(C=C1)=O)=O